O=C1NC(CCC1N1C(C2=CC=C(C=C2C1=O)NCCCCCC(N1CCC(CC1)N1N=CC(=C1)N1CCCCC1)=O)=O)=O 2-(2,6-dioxopiperidin-3-yl)-5-((6-oxo-6-(4-(4-(piperidin-1-yl)-1H-pyrazol-1-yl)piperidin-1-yl)hexyl)amino)isoindoline-1,3-dione